2-chloro-3-(oxazole-2-yl)benzenethiol ClC1=C(C=CC=C1C=1OC=CN1)S